[Br-].C(C(=O)C1=CC=CC=C1)[N+]1=CSC=C1 N-phenacylthiazolium bromide